(1S,4S)-4-((2-((4-methyltetrahydro-2H-pyran-4-yl)amino)-5-nitropyrimidine-4-yl)amino)cyclohexane-1-carboxamide CC1(CCOCC1)NC1=NC=C(C(=N1)NC1CCC(CC1)C(=O)N)[N+](=O)[O-]